bis(2-ethylhexyl) azelaate C(CCCCCCCC(=O)OCC(CCCC)CC)(=O)OCC(CCCC)CC